di(methyl)sec-butyl-(n-propoxy)silane C[Si](OCCC)(C(C)CC)C